N[C@@H](C(=O)OC)CC1=NC=CC=C1C=O METHYL (2R)-2-AMINO-3-(3-FORMYL(2-PYRIDYL))PROPANOATE